CN1CCN(CC1)C=1C=CC=C2C=CN=CC12 8-(4-methylpiperazin-1-yl)isoquinoline